5-(4-((1-(4-(1,2-bis(4-hydroxyphenyl)but-1-en-1-yl)phenyl)piperidin-4-yl)methyl)piperazine-1-yl)-2-(2,6-dioxopiperidin-3-yl)isoindoline-1,3-dione OC1=CC=C(C=C1)C(=C(CC)C1=CC=C(C=C1)O)C1=CC=C(C=C1)N1CCC(CC1)CN1CCN(CC1)C=1C=C2C(N(C(C2=CC1)=O)C1C(NC(CC1)=O)=O)=O